(2s,4r)-4-fluoro-5-oxopyrrolidine-2-carboxylic acid F[C@@H]1C[C@H](NC1=O)C(=O)O